C1(=CC=C(C=C1)C(CBr)=O)C1=CC=CC=C1 1-([1,1'-biphenyl]-4-yl)-2-bromoethan-1-one